p-Cresyl Sulfate S(=O)(=O)(OC1=CC=C(C=C1)C)[O-]